NC=1N(N=C2CN(CCC21)S(=O)(=O)C2CCC2)C(=O)[C@@H]2CCNC1=C(C=CC=C21)C |o1:19| (R*)-(3-amino-6-(cyclobutylsulfonyl)-4,5,6,7-tetrahydropyrazolo[3,4-c]pyridin-2-yl)(8-methyl-1,2,3,4-tetrahydroquinolin-4-yl)methanone